O=C([C@H](C)NC(C)=O)N1C(C(N(C(C1([2H])[2H])([2H])[2H])C1=CC(=C(C=C1)[2H])OC(F)(F)F)([2H])[2H])([2H])[2H] (S)-N-(1-oxo-1-(4-(3-(trifluoromethoxy)phenyl-4-d)piperazin-1-yl-2,2,3,3,5,5,6,6-d8)propan-2-yl)acetamide